FC=1C=CC=C2C(CCNC12)CC#N 2-(8-fluoro-1,2,3,4-tetrahydroquinolin-4-yl)acetonitrile